CSC(C#CC(C)C)=O 4-methyl-2-pentynethioic acid S-methyl ester